7-bromo-1-(4-methoxybenzyl)quinolin-2(1H)-one BrC1=CC=C2C=CC(N(C2=C1)CC1=CC=C(C=C1)OC)=O